FC1(C(NC(C2=CC(=CC=C12)C)=O)O)F 4,4-difluoro-3-hydroxy-7-methyl-3,4-dihydroisoquinolin-1(2H)-one